CNC(C1=C(C=CC=C1)C1=CC=CC=C1)=O N-methylPhenylbenzamide